COC(=O)C1=CC=CC=2C(=C(OC21)CNC(=O)OC(C)(C)C)Cl.CC=2C=CC1=C3C(C(C(=C1C2)OC(=O)OCCCCCCCC)=O)=C2C=CC=CC2=C(C3=O)OC(=O)OCCCCCCCC 2-methyl-5,11-dioxo-6,12-bis(n-octyloxycarbonyloxy)naphthonaphthalene Methyl-2-(((tert-butoxycarbonyl)amino)methyl)-3-chlorobenzofuran-7-carboxylate